N-[4-(5-cyano-1H-benzimidazol-2-yl)-phenyl]-4-methoxy-benzamide C(#N)C1=CC2=C(NC(=N2)C2=CC=C(C=C2)NC(C2=CC=C(C=C2)OC)=O)C=C1